6-[1-Methyl-5-(trifluoromethylthio)benzimidazol-2-yl]Pyridine CN1C(=NC2=C1C=CC(=C2)SC(F)(F)F)C2=CC=CC=N2